1-[4-(1,3-benzothiazol-2-yloxy)-3-ethoxyphenyl]-pentan-3-one S1C(=NC2=C1C=CC=C2)OC2=C(C=C(C=C2)CCC(CC)=O)OCC